2-{5,6-difluoro-2-[5-(imidazol-1-ylmethyl)pyridin-3-yl]Benzimidazol-1-yl}ethanol FC1=CC2=C(N(C(=N2)C=2C=NC=C(C2)CN2C=NC=C2)CCO)C=C1F